(1,3-bis(diphenylphosphino)propane) nickel dichloride [Ni](Cl)Cl.C1(=CC=CC=C1)P(CCCP(C1=CC=CC=C1)C1=CC=CC=C1)C1=CC=CC=C1